methyl 2-amino-6-methoxy-nicotinate NC1=C(C(=O)OC)C=CC(=N1)OC